N-[(1R)-1-[2-Fluoro-3-(difluoromethyl)phenyl]ethyl]-1-[6-(3-methyltriazol-4-yl)pyridazin-4-yl]-6-oxo-pyridazine-3-carboxamide FC1=C(C=CC=C1C(F)F)[C@@H](C)NC(=O)C1=NN(C(C=C1)=O)C1=CN=NC(=C1)C=1N(N=NC1)C